FC=1C=C(C=C(C1)N1CCCC1)B(O)O 3-FLUORO-5-PYRROLIDINOPHENYLBORONIC ACID